ClC1=CC(=C(C(=C1)F)N1CCN(CC1)C)F 1-(4-chloro-2,6-difluorophenyl)-4-methylpiperazine